N1=CC(=CC=C1)COC1N(C=CC=C1)C1=NC=CC(=C1)N1CC=CC=C1 (pyridin-3-yl)methoxy-2H,2''H-[1,2':4',1''-terpyridine]